OCC1(CC1)N1C(SC(=C1)COC=1C=CC2=C(C=C(O2)C)C1)C N-(1-(hydroxymethyl)cyclopropyl)-2-methyl-5-((2-methylthiazol-5-yl)methoxy)benzofuran